N1(CCOCC1)C1=CC=C(C=N1)C1=CC(=CC=2CNSOC21)F 8-(6-Morpholinylpyridin-3-yl)-6-fluoro-3,4-dihydrobenzo[e][1,2,3]oxathiazine